methyl (3-bromo-5-fluorophenyl)carbamate BrC=1C=C(C=C(C1)F)NC(OC)=O